C1(CCC(CC1)C(=O)Cl)C(=O)Cl 1,4-Cyclohexanedicarbonyldichloride